N1(N=CC=C1)C1=C(CNC2=NC(=NC=3N2N=CC3Br)C3=C(C=CC=C3F)F)C=CC=C1 N-(2-(1H-pyrazol-1-yl)benzyl)-8-bromo-2-(2,6-difluorophenyl)pyrazolo[1,5-a][1,3,5]triazin-4-amine